1-(((cyclohexyloxy)carbonyl)oxy)ethyl 3-(N-(2-methyl-5-(trifluoromethyl)-phenyl)sulfamoyl)benzoate CC1=C(C=C(C=C1)C(F)(F)F)NS(=O)(=O)C=1C=C(C(=O)OC(C)OC(=O)OC2CCCCC2)C=CC1